BrCCCCCCCCCCCCCOC1=C(C=CC(=C1)C1=C(N=CS1)C)CNC(=O)[C@H]1N(C[C@@H](C1)O)C([C@H](C(C)(C)C)NC(=O)C1(CC1)F)=O (2S,4R)-N-[[2-(13-bromotridecoxy)-4-(4-methylthiazol-5-yl)phenyl]methyl]-1-[(2S)-2-[(1-fluorocyclopropanecarbonyl)amino]-3,3-dimethyl-butanoyl]-4-hydroxy-pyrrolidine-2-carboxamide